NCCC1=C(C2=C(OCCO2)C=C1)N1CCNCC1 6-(2-aminoethyl)-5-(piperazin-1-yl)-2,3-dihydro-1,4-benzodioxine